ClC1=C(C(=C(C=C1OC)OC)Cl)C1=CC2=C(N=C(N=C2)N[C@H]2[C@H](COC2)NC(C=C)=O)C(=N1)NCC(CO)(CO)CO N-((3R,4S)-4-((6-(2,6-dichloro-3,5-dimethoxyphenyl)-8-((3-hydroxy-2,2-bis(hydroxymethyl)propyl)amino)pyrido[3,4-d]pyrimidin-2-yl)amino)tetrahydrofuran-3-yl)acrylamide